(2S)-methyl 2-(2,2-difluoro-6-(4-methoxy-1H-indole-2-carbonyl)-6-azaspiro[3.4]octane-7-carboxamido)-3-((S)-2-oxopiperidin-3-yl)propanoate FC1(CC2(C1)CN(C(C2)C(=O)N[C@H](C(=O)OC)C[C@H]2C(NCCC2)=O)C(=O)C=2NC1=CC=CC(=C1C2)OC)F